(R)-5-amino-6-bromo-3-(3-((tert-butoxycarbonyl)amino)-3H-spiro[benzofuran-2,4'-piperidine]-1'-yl)pyrazine-2-carboxylic acid methyl ester COC(=O)C1=NC(=C(N=C1N1CCC2(CC1)OC1=C([C@H]2NC(=O)OC(C)(C)C)C=CC=C1)N)Br